2-[2-(4-Methansulfonylpiperazin-1-yl)pyrimidin-5-yl]-N-{[4-Methyl-2-(piperidin-1-yl)phenyl](5-methylfuran-2-yl)methyl}acetamid CS(=O)(=O)N1CCN(CC1)C1=NC=C(C=N1)CC(=O)NC(C=1OC(=CC1)C)C1=C(C=C(C=C1)C)N1CCCCC1